C(C)N1C=C(C(=CC1=O)C(F)(F)F)C(=O)NC1=C(C=C(C(=C1)C=1C=NC(=NC1)N1CCOCC1)F)N1C[C@H](N([C@H](C1)C)C)C |r| 1-ethyl-N-[4-fluoro-5-(2-morpholin-4-ylpyrimidin-5-yl)-2-[rac-(3R,5S)-3,4,5-trimethylpiperazin-1-yl]phenyl]-6-oxo-4-(trifluoromethyl)pyridine-3-carboxamide